CC12CCCC(C2CCC1)=O 7a-methyloctahydro-4H-inden-4-one